4-{[3-(2-aminobenzo[d]thiazol-6-yl)-5-(3-bromophenyl)-1H-pyrazol-1-yl]methyl}-N-hydroxybenzamide NC=1SC2=C(N1)C=CC(=C2)C2=NN(C(=C2)C2=CC(=CC=C2)Br)CC2=CC=C(C(=O)NO)C=C2